methyl-azobisisobutyronitrile CCC(N=NC(C#N)(C)C)(C#N)C